N-(3-chloro-4-iodopyridin-2-yl)propane-1-sulfonamide ClC=1C(=NC=CC1I)NS(=O)(=O)CCC